9-chloro-2-(2-furyl)-[1,2,4]triazolo[1,5-c]quinazolin-5-amine ClC1=CC=2C=3N(C(=NC2C=C1)N)N=C(N3)C=3OC=CC3